N-((6-((3R,5S)-3,5-dimethylpiperazin-1-yl)pyridin-2-yl)methyl)-5-(3-fluoropyridin-4-yl)pyrrolo[2,1-f][1,2,4]triazin-4-amine C[C@@H]1CN(C[C@@H](N1)C)C1=CC=CC(=N1)CNC1=NC=NN2C1=C(C=C2)C2=C(C=NC=C2)F